Butyl ((1R,3R)-3-((3-methoxy-4-methylphenyl)carbamoyl)cyclopentyl)carbamate COC=1C=C(C=CC1C)NC(=O)[C@H]1C[C@@H](CC1)NC(OCCCC)=O